2-ethylhexyl (2-amino-2-(hydroxyimino) ethyl) phosphonate P(OCC(CCCC)CC)(OCC(=NO)N)=O